oxo-5,8,11-trioxa-2-azatetradecan-14-oic acid O=CNCCOCCOCCOCCC(=O)O